1-pentyl-1-propylpiperidinium triflate [O-]S(=O)(=O)C(F)(F)F.C(CCCC)[N+]1(CCCCC1)CCC